5-amino-N-(5-fluoropyridin-3-yl)-1H-pyrazole-4-carboxamide NC1=C(C=NN1)C(=O)NC=1C=NC=C(C1)F